[5-(methoxymethoxy)-4-methyl-3-pyridinyl]Boric acid COCOC=1C(=C(C=NC1)OB(O)O)C